C(C)(C)(C)OC(=O)N1CC(C(C1)F)SC(C1=CC=CC=C1)=O 3-(benzoylthio)-4-fluoropyrrolidine-1-carboxylic acid tert-butyl ester